C1=CC=CC=2C3=CC=CC=C3C(C12)COC(=O)N[C@@H](CCCCN)C(=O)O N2-{[(9H-fluoren-9-yl)methoxy]carbonyl}-L-lysine